tert-butyl 7-(2-{[3-(methoxycarbonyl)-4-(1-methylpiperidin-4-yl)phenyl]amino}-5H,6H,7H,8H-pyrido[3,4-d]pyrimidin-7-yl)-8-methyl-1H,2H,3H-pyrido[2,3-b][1,4]oxazine-1-carboxylate COC(=O)C=1C=C(C=CC1C1CCN(CC1)C)NC=1N=CC2=C(N1)CN(CC2)C2=C(C1=C(OCCN1C(=O)OC(C)(C)C)N=C2)C